diisocyanatomethyl-bicyclo[2.2.1]-heptane N(=C=O)C(N=C=O)C12CCC(CC1)C2